C1=CC(=CC(=C1)OC2=CC(=CC=C2)OC3=CC=CC(=C3)N4C(=O)C=CC4=O)N5C(=O)C=CC5=O N,N'-[3,3'-(1,3-phenylenedioxy)diphenyl]bismaleimide